3-(3-(3-bromophenyl)oxetane-3-yl)-4-methyl-4H-1,2,4-triazole BrC=1C=C(C=CC1)C1(COC1)C1=NN=CN1C